ClC1NC(CC(C1)C=1N=CC2=C(N1)C=NC=N2)S(=O)C 2-chloro-6-methylsulfinyl-4-piperidyl-pyrimido[5,4-D]pyrimidine